4-propyl-3,4,5-heptanetriol C(CC)C(C(CC)O)(C(CC)O)O